N1C(=NC=C1)C(=O)[O-] imidazole-2-carboxylate